(1R,3S)-(-)-camphoric acid C([C@@]1(C)C(C)(C)[C@@H](C(=O)O)CC1)(=O)O